3-((RS)-1-phenylethyl)isoxazol C1(=CC=CC=C1)[C@@H](C)C1=NOC=C1 |r|